t-hexane C(C)(C)CCC